2-Oxo-2-[(5S)-5-methyl-2-[2-(1,3,3-trimethyl-4-piperidyl)-1,3-benzothiazol-5-yl]-1-piperidyl]-N-[1-(2-trimethylsilylethoxymethyl)pyrazolo[4,3-c]pyridin-7-yl]acetamide O=C(C(=O)NC=1C2=C(C=NC1)C=NN2COCC[Si](C)(C)C)N2C(CC[C@@H](C2)C)C=2C=CC1=C(N=C(S1)C1C(CN(CC1)C)(C)C)C2